CN1N=CC2=CC=C(C=C12)S(=O)(=O)C1=CC=C(C=C1)NC(NCC=1C=NC=CC1)=O 3-[4-(1-methyl-1H-indazole-6-sulfonyl)phenyl]-1-(pyridin-3-ylmethyl)urea